CC1=CC=C(O1)C1=NC(=CC=2N1N=C(N2)C2CCOCC2)NC(=O)C2CC2 N-[5-(5-methylfuran-2-yl)-2-(oxan-4-yl)-[1,2,4]triazolo[1,5-c]pyrimidin-7-yl]cyclopropanecarboxamide